C(C)(C)(C)OC(CCCN(\C(=N/C(=O)OC(C)(C)C)\N1N=CC=C1)C(=O)OC(C)(C)C)=O.ClC1=NC=C(C=N1)C1=C(C=CC=C1)C(F)(F)F 2-chloro-5-(trifluoromethylphenyl)pyrimidine Tert-butyl-(E)-4-(N,N'-bis(tert-butoxycarbonyl)-1H-pyrazole-1-carboximidamido)butanoate